C[C@H]1O[C@H](CN(C1)C1=CC=C(C=N1)NC(=O)C=1C(=C(C=CC1)C1=CC=C(C=C1)OC(F)(F)F)C)C N-(6-((2r,6s)-2,6-dimethylmorpholino)pyridin-3-yl)-2-methyl-4'-(trifluoromethoxy)biphenyl-3-carboxamide